BrC1=C(C=CC=2C(N(S(C21)(=O)=O)C)(F)F)OC=2C=C(C#N)C=C(C2)F 3-((7-Bromo-3,3-difluoro-2-methyl-1,1-dioxo-2,3-dihydrobenzo[d]isothiazol-6-yl)oxy)-5-fluorobenzonitrile